1-METHYL-2-CYCLOHEXENE-1-CARBOXYLIC ACID CC1(C=CCCC1)C(=O)O